OCCN1CCS(CC1)(=O)=O 4-(2-hydroxyethyl)thiomorpholine 1,1-dioxide